CO[C@H]1C(CC1)=O |r| (±)-2-Methoxycyclobutan-1-one